(+/-)-6-Octyltetrahydro-2h-Pyran-2-One C(CCCCCCC)[C@@H]1CCCC(O1)=O |r|